methoxy-N-methyl-4-phenyl-6,7-dihydro-4H-pyrazolo[5,1-c][1,4]oxazine-2-carboxamide COC=1C(=NN2C1C(OCC2)C2=CC=CC=C2)C(=O)NC